((trans)-3-fluoro-(3-methylcyclobutyl)amino)-2-oxo-7-(trifluoromethyl)-1,2-dihydro-1,8-naphthyridine-3-carbonitrile FC1(CC(C1)NN1C(C(=CC2=CC=C(N=C12)C(F)(F)F)C#N)=O)C